(1H-pyrazol-3-yl)-2-[3-(pyridin-2-yloxy)propyl]-2H-pyrazolo[3,4-c]quinolin-4-amine N1N=C(C=C1)C=1N(N=C2C(=NC=3C=CC=CC3C21)N)CCCOC2=NC=CC=C2